(4-(5-bromopyridin-2-yl)piperazin-1-yl)(cyclopentyl)methanone tert-Butyl-(2S)-1-[(2S)-2-[[(benzyloxy)carbonyl]amino]-2-cyclohexylacetyl]pyrrolidine-2-carboxylate C(C)(C)(C)OC(=O)[C@H]1N(CCC1)C([C@H](C1CCCCC1)NC(=O)OCC1=CC=CC=C1)=O.BrC=1C=CC(=NC1)N1CCN(CC1)C(=O)C1CCCC1